2-(2,2-difluoroethyl)-8-(difluoromethoxy)-6-[7-[2-(dimethylamino)ethoxy]imidazo[1,2-a]pyridin-3-yl]-3,4-dihydroisoquinolin-1-one FC(CN1C(C2=C(C=C(C=C2CC1)C1=CN=C2N1C=CC(=C2)OCCN(C)C)OC(F)F)=O)F